C(C)N1N=CC(=C1)C=1N=C(N(C1)C)C1=NC(=CC2=C1C=NN2C)C(=O)N 4-[4-(1-ethyl-1H-pyrazol-4-yl)-1-methyl-1H-imidazol-2-yl]-1-methyl-1H-pyrazolo[4,3-c]pyridine-6-carboxamide